5-Phenylhexa-2,4-dienal C1(=CC=CC=C1)C(=CC=CC=O)C